CN1C[C@H](N[C@H](C1)C)C (3R,5S)-1,3,5-trimethylpiperazine